CC1=C(C(=CC(=C1)C(C(F)(F)F)(C(F)(F)F)F)C)NC(=O)C=1C=C(C=CC1)NC(C1=CC=CC=C1)=O N-(3-(2,6-dimethyl-4-(perfluoropropan-2-yl)phenylcarbamoyl)phenyl)benzamide